FC1=C(C(=CC(=C1)C1=NC=2C=NC(=NC2N(C1=O)C(C)C)N[C@@H]1CNC[C@H](C1)F)F)NS(=O)(=O)CCC(F)(F)F N-(2,6-difluoro-4-(2-(((3S,5S)-5-fluoropiperidin-3-yl)amino)-8-isopropyl-7-oxo-7,8-dihydropteridin-6-yl)phenyl)-3,3,3-trifluoropropane-1-sulfonamide